1-(5-(5-azaspiro[2.4]hept-5-yl)pyridin-2-yl)-N-(3-chloro-5-(methylsulfonylamino)phenyl)-5-methyl-1H-pyrrole-3-carboxamide C1CC12CN(CC2)C=2C=CC(=NC2)N2C=C(C=C2C)C(=O)NC2=CC(=CC(=C2)NS(=O)(=O)C)Cl